2-((1r,4r)-4-((2-methyl-3-(3-(trifluoromethyl)phenyl)imidazo[1,2-b]pyridazin-6-yl)amino)cyclohexyl)propanol CC=1N=C2N(N=C(C=C2)NC2CCC(CC2)C(CO)C)C1C1=CC(=CC=C1)C(F)(F)F